N1C=C(C2=CC=CC=C12)C1=NC(=NC=C1C(F)(F)F)NC=1C=CC(=C(C1)NC(C)=O)N(CC)CCN(C)C N-(5-((4-(1H-indol-3-yl)-5-(trifluoromethyl)pyrimidin-2-yl)amino)-2-((2-(dimethylamino)ethyl)(ethyl)amino)phenyl)acetamide